3-{[2-(difluoromethyl)benzyl]sulfanyl}-5-propyl[1,2,4]triazolo[4,3-a]pyrimidin-7(8H)-one FC(C1=C(CSC2=NN=C3N2C(=CC(N3)=O)CCC)C=CC=C1)F